3,4-diaminocyclohexanecarboxamide NC1CC(CCC1N)C(=O)N